(1S,3R)-3-(2-(2-fluorophenyl)-6-(1H-1,2,4-triazol-3-yl)-1H-imidazo[4,5-c]pyridin-1-yl)cyclohexan-1-amine FC1=C(C=CC=C1)C=1N(C2=C(C=NC(=C2)C2=NNC=N2)N1)[C@H]1C[C@H](CCC1)N